Benzyl ((1S)-1-((2S,5R)-5-azido-6-hydroxytetrahydro-2H-pyran-2-yl)ethyl)(benzyl)carbamate N(=[N+]=[N-])[C@@H]1CC[C@H](OC1O)[C@H](C)N(C(OCC1=CC=CC=C1)=O)CC1=CC=CC=C1